FC1(C[C@H](N(C1)C(=O)OC(C)(C)C)C(=O)OC)F 1-tert-butyl 2-methyl (2s)-4,4-difluoropyrrolidine-1,2-dicarboxylate